3-methyl-4-chlorobenzthiazol-2-one CN1C(SC2=C1C(=CC=C2)Cl)=O